N-(1-(2,2-Difluoroethyl)-1H-pyrazol-3-yl)-4-(tributylstannyl)pyrimidin-2-amine FC(CN1N=C(C=C1)NC1=NC=CC(=N1)[Sn](CCCC)(CCCC)CCCC)F